FC=1C=CC(=C(C1)S(=O)(=O)Cl)C(F)(F)F 5-fluoro-2-(trifluoromethyl)benzenesulfonyl chloride